Cl.CN1N=C(C2=NC=C(C=C21)N2CCC(CC2)NC)C2C(NC(CC2)=O)=O 3-[1-methyl-6-[4-(methylamino)-1-piperidyl]pyrazolo[4,3-b]pyridin-3-yl]piperidine-2,6-dione hydrochloride